Spiro[cyclopropane-1,5'-imidazo[1,2-a]Imidazole]-6'-one N=1C=2N(CC1)C1(C(N2)=O)CC1